1-octadecyl-2-dodecanoyl-glycero-3-phosphoserine C(CCCCCCCCCCCCCCCCC)OCC(OC(CCCCCCCCCCC)=O)COP(=O)(O)OC[C@H](N)C(=O)O